COC1=CC=C(C=C1)CNC(C1=CC=C(S1)C1=C(C(=NC(=C1C(N)=O)CC(C)C)CCC1=CC=C(C=C1)F)C=1OC(=NN1)C)=O N-(p-methoxyphenyl)methyl-5-{5-carbamoyl-2-[2-(p-fluorophenyl)ethyl]-6-isobutyl-3-(5-methyl-1,3,4-oxadiazol-2-yl)-4-pyridyl}-2-thenamide